CCCCCCCCCCCCCCCCCCCCCC(=O)N[C@@H](COP(=O)([O-])OCC[N+](C)(C)C)[C@@H](/C=C/CCCCCCCCCCCC)O The molecule is a sphingomyelin 39:1 obtained by formal condensation of the carboxy group of docosanoic acid with the amino group of heptadecasphingosine-1-phosphocholine. It has a role as a Papio hamadryas metabolite. It derives from a C17 sphingosine and a docosanoic acid.